4-[(4-Methoxyphenyl)methoxy]but-2-yn-1-ol COC1=CC=C(C=C1)COCC#CCO